C1(=CC=CC=C1)[C@@H]1[C@H](C1)NC(=O)[C@@H]1CN(C[C@H]1C(N[C@@H]1[C@H](C1)C1=CC=CC=C1)=O)C(=O)C1=CC=C(C(=O)N2C[C@@H](CC2)N(C(OCC2=CC=CC=C2)=O)CCCCCCCCCCCCCCC)C=C1 benzyl ((R)-1-(4-((3S,4S)-3,4-bis(((1S,2R)-2-phenylcyclopropyl)carbamoyl)pyrrolidine-1-carbonyl)benzoyl)pyrrolidin-3-yl)(pentadecyl)carbamate